OC1=C(C(=NC(=C1C1=NC(=CC=C1)C)C)COC)C(=O)N 4-hydroxy-2-(methoxymethyl)-6-methyl-5-(6-methylpyridin-2-yl)pyridine-3-carboxamide